CC1=C(C(=CC=C1)C(F)(F)F)C=1N=C(SC1)N 4-[2-methyl-6-(trifluoromethyl)phenyl]Thiazol-2-amine